C[C@H](C#C)N1C(C=CC=C1)C1=CC=CS1 N-[(1R)-1-methylprop-2-ynyl]-5-(2-pyridyl)thiophene